FC1=C(C(=CC(=C1)C#CC1=CC=CC=C1)F)NS(=O)(=O)C1=C(C=CC(=C1)C)C N-[2,6-difluoro-4-(2-phenylethynyl)phenyl]-2,5-dimethyl-benzenesulfonamide